2-(3-acetyl-6-chloro-2-pyridinyl)-5-methyl-pyrazole-3-carbonitrile C(C)(=O)C=1C(=NC(=CC1)Cl)N1N=C(C=C1C#N)C